CC1=CC=C(CC(C(=O)C2=CC=C(C=C2)N2CCOCC2)(CC)N(CC)CC)C=C1 2-(4-methylbenzyl)-2-diethylamino-1-(4-morpholinophenyl)butan-1-one